FC=1C(=CC(=C(CNC(OC(C)(C)C)=O)C1)C)C1=NC=NC(=N1)NC=1C=NN(C1)C tert-butyl (5-fluoro-2-methyl-4-(4-((1-methyl-1H-pyrazol-4-yl)amino)-1,3,5-triazin-2-yl)benzyl)carbamate